1-[(2-ethylhexyl-amino)methyl]benzotriazole tert-butyl-(S)-(1-cyclohexyl-2-((4-(1,2-dimethyl-6-oxo-1,6-dihydropyridin-3-yl)phenyl)amino)-2-oxoethyl)carbamate C(C)(C)(C)N(C(O)=O)[C@H](C(=O)NC1=CC=C(C=C1)C1=C(N(C(C=C1)=O)C)C)C1CCCCC1.C(C)C(CNCN1N=NC2=C1C=CC=C2)CCCC